ClC=1C=C2C(=NC=NC2=C(C1)C(F)(F)F)NC(C)C1=NC=CN=C1C1=NC=C(C=C1)OC(F)F 6-chloro-N-[1-[3-[5-(difluoromethoxy)-2-pyridyl]pyrazin-2-yl]ethyl]-8-(trifluoromethyl)quinazolin-4-amine